Ethyl-(S)-(1-(4-fluoro-3-(trifluoromethyl)phenyl)cyclopropyl) (pyrrolidin-2-ylmethyl)-Carbamat N1C(CCC1)CNC(O[C@@]1(C(C1)CC)C1=CC(=C(C=C1)F)C(F)(F)F)=O